BrCC(=O)C1=CN=C(S1)C(=O)N 5-(2-bromoacetyl)thiazole-2-carboxamide